2,4-difluoro-N-(2-nitrophenyl)aniline FC1=C(NC2=C(C=CC=C2)[N+](=O)[O-])C=CC(=C1)F